1-methyl-5-mercapto-1,2,4-triazole-3-methanol CN1N=C(N=C1S)CO